N-methyl-N-[(1r,4r)-4-(hydroxymethyl)cyclohexyl]ethane-1-sulfonamide CN(S(=O)(=O)CC)C1CCC(CC1)CO